(R)-3-amino-1-(4-((8-aminoimidazo[1,2-a]pyrazin-3-yl)methyl)-6-(2,5-difluoro-4-methoxyphenyl)pyridin-3-yl)-N-methylpiperidine-3-carboxamide N[C@]1(CN(CCC1)C=1C=NC(=CC1CC1=CN=C2N1C=CN=C2N)C2=C(C=C(C(=C2)F)OC)F)C(=O)NC